S1N=CC(=C1)C(=O)OC1CN(C1)C=1N=C(C2=C(N1)CC[S@@+]2[O-])NC2CC1(C2)COC1 [1-[(5S)-4-(6-oxaspiro-[3.3]heptan-2-ylamino)-5-oxido-6,7-dihydrothieno-[3,2-d]pyrimidin-5-ium-2-yl]azetidin-3-yl] isothiazole-4-carboxylate